ClC1=C(C=CC(=C1)Cl)C=1CCCC2=C(C1C1=CC=C(C=C1)C(C)(O)C1CN(C1)CCCF)C=CC=C2 8-(2,4-Dichlorophenyl)-9-(4-(1-(1-(3-fluoropropyl)azetidin-3-yl)-1-hydroxyethyl)phenyl)-6,7-dihydro-5H-benzo[7]annulen